2-diazo-2-(4-methyl-phenyl)-acetic acid methyl ester COC(C(C1=CC=C(C=C1)C)=[N+]=[N-])=O